5-[2-(cyclopropylmethoxy)-5-methylsulfonylphenyl]-1-methylpyridin-2-one C1(CC1)COC1=C(C=C(C=C1)S(=O)(=O)C)C=1C=CC(N(C1)C)=O